[Br-].ClC=1C=CC(=C(C1)C(C)=O)O 1-(5-chloro-2-hydroxyphenyl)ethan-1-one, bromide salt